CC1=C(C=CC(=C1)C)NC([O-])=O 2,4-dimethylphenylcarbamate